C(#N)C1=C(C=CC(=C1OC=1C=C2C(N(C=NC2=CC1)[C@H]1COC2(C1)CCN(CC2)C2CCC(CC2)C2=C(C=C(C=C2)NC2C(NC(CC2)=O)=O)F)=O)F)CC(C)S(=O)(=O)N [2-cyano-3-[3-[(3R)-8-[4-[4-[(2,6-dioxo-3-piperidyl)amino]-2-fluoro-phenyl]cyclohexyl]-1-oxa-8-azaspiro[4.5]decan-3-yl]-4-oxo-quinazolin-6-yl]oxy-4-fluoro-phenyl]propane-2-sulfonamide